8-Bromo-2-cyclohexyl-chromen-4-one BrC=1C=CC=C2C(C=C(OC12)C1CCCCC1)=O